ClC1=CC=NC2=CC=C(C=C12)C1=C(C=C(OC2CCN(CC2)C(=O)OC(C)(C)C)C=C1)F tert-butyl 4-(4-(4-chloroquinolin-6-yl)-3-fluorophenoxy)piperidine-1-carboxylate